2-(3-cyanophenyl)-3-phenyl-4-acetyl-isoxazoline C(#N)C=1C=C(C=CC1)N1OCC(C1C1=CC=CC=C1)C(C)=O